ClC1=C(C=NC(=C1)N1N=NC=C1)COC1=CC=CC(=N1)C1=CC(=C(CC2=NC3=C(N2CCOCC(C)C)C=C(C=C3)C(=O)O)C=C1F)F 2-(4-(6-((4-chloro-6-(1H-1,2,3-triazol-1-yl)pyridin-3-yl)methoxy)pyridin-2-yl)-2,5-difluorobenzyl)-1-(2-isobutoxyethyl)-1H-benzo[d]imidazole-6-carboxylic acid